3-{[3-(4-methylphenyl)-1,2,4-oxadiazol-5-yl]methyl}-1-phenylimidazolidine-2,4-dione CC1=CC=C(C=C1)C1=NOC(=N1)CN1C(N(CC1=O)C1=CC=CC=C1)=O